COC=1C=C(C=CC1)CN 1-(3-methoxyphenyl)methanamine